ClCC1=C(C=CC(=C1)OC)NS(=O)(=O)C1=CC=C(C=C1)C N-(2-(chloromethyl)4-methoxyphenyl)-4-methylbenzenesulfonamide